4-(4-(tert-butoxycarbonyl)-1,4-diazepan-1-yl)-6,7-dimethoxyquinoline-3-carboxylic acid ethyl ester C(C)OC(=O)C=1C=NC2=CC(=C(C=C2C1N1CCN(CCC1)C(=O)OC(C)(C)C)OC)OC